C1(CC1)C=1C=C2C(=NC=NN2C1)C1=CC(=C(CNC(OC(C)(C)C)=O)C=C1)C tert-butyl (4-(6-cyclopropylpyrrolo[2,1-f][1,2,4]triazin-4-yl)-2-methylbenzyl)carbamate